O[C@H](C=CC1=CC=C(C=C1)O)C[C@H](CCC1=CC=CC=C1)OC (3S,5S)-3-Hydroxy-5-methoxy-1-(4-hydroxyphenyl)-7-phenyl-6E-heptene